NC=1N=NC(=CC1N1CCC(CC1)OC(=O)N[C@H](C(=O)[O-])C(C)(C)C)Cl (S)-2-((((1-(3-amino-6-chloropyridazin-4-yl) piperidin-4-yl) oxy) carbonyl) amino)-3,3-dimethylbutyrate